5-(2-chlorophenoxy)-6-fluoro-3-((3-fluorobenzyl)amino)-4H-benzo[e][1,2,4]thiadiazine 1,1-dioxide ClC1=C(OC2=C(C=CC3=C2NC(=NS3(=O)=O)NCC3=CC(=CC=C3)F)F)C=CC=C1